arginine-copper salt [Cu+2].N[C@@H](CCCNC(N)=N)C(=O)[O-].N[C@@H](CCCNC(N)=N)C(=O)[O-]